benzo[4,5]thieno[3,2-b]benzofuran C1=CC=CC2=C1SC1=C2OC2=C1C=CC=C2